2-[(tert-butyldimethylsilyl)Oxylethyl]-3-methoxypyrazin-2-amine [Si](C)(C)(C(C)(C)C)OCCC1(NC=CN=C1OC)N